t-butyl but-3-en-1-ylcarbamate C(CC=C)NC(OC(C)(C)C)=O